C(C=C)(=O)OCC[Si](O)(O)O acryloyl-oxyethyl-trihydroxysilane